NC=1N=C(SC1C(C1=CC=C(C=C1)OCC(=O)NC(C)C)=O)N(C1=CC=C(C=C1)F)C(C(=O)N)C (N-[4-Amino-5-[4-[2-(isopropylamino)-2-oxoethoxy]benzoyl]thiazol-2-yl]-4-fluoroanilino)propanamid